7-chloro-2-(2-(thien-2-yl)ethyl)-1,2,3,4-tetrahydroisoquinoline ClC1=CC=C2CCN(CC2=C1)CCC=1SC=CC1